C(C)(C)(C)C1=NC(=NO1)C1=CC=C(C=C1)C(=O)N1CC(N(CC1)C=1OC=2C(=NC(=CC2)Cl)N1)C [4-(5-tert-butyl-1,2,4-oxadiazol-3-yl)phenyl]-[4-(5-chlorooxazolo[4,5-b]pyridin-2-yl)-3-methyl-piperazin-1-yl]methanone